(6R)-tert-butyl 6-methyl-3-(1-methyl-2-(methylcarbamoyl)-1H-imidazol-5-yl)-2-(methylsulfinyl)-4-oxo-3,4,5,6-tetrahydropyrido[3,4-d]pyrimidine-7(8H)-carboxylate C[C@@H]1CC2=C(N=C(N(C2=O)C2=CN=C(N2C)C(NC)=O)S(=O)C)CN1C(=O)OC(C)(C)C